N-(4-bromopyridin-2-yl)-N-(methylsulfonyl)methanesulfonamide BrC1=CC(=NC=C1)N(S(=O)(=O)C)S(=O)(=O)C